di-(propyl)-ammonium C(CC)[NH2+]CCC